8-((5-(((dodecane-4-yloxy)carbonyl)oxy)pentyl)(2-hydroxyethyl)amino)octanoic acid heptadec-9-yl ester CCCCCCCCC(CCCCCCCC)OC(CCCCCCCN(CCO)CCCCCOC(=O)OC(CCC)CCCCCCCC)=O